5-fluoro-N2-(1-((trans)-3-fluoro-1-(tetrahydro-2H-pyran-4-yl)piperidin-4-yl)-1H-pyrazol-4-yl)-N4-methylpyrimidine-2,4-diamine FC=1C(=NC(=NC1)NC=1C=NN(C1)[C@H]1[C@@H](CN(CC1)C1CCOCC1)F)NC